lithium palmitate C(CCCCCCCCCCCCCCC)(=O)[O-].[Li+]